(S)-methyl-1-(2-(1H-indol-3-yl)ethyl)-6,7-dimethoxy-3,4-dihydroisoquinoline-2(1H)-carboxylate COC(=O)N1[C@H](C2=CC(=C(C=C2CC1)OC)OC)CCC1=CNC2=CC=CC=C12